N1C[C@H](OCC1)COC1=NC=CC2=CC(=C(C=C12)OC(C)C)C(=O)N 1-[(2S)-morpholin-2-ylmethoxy]-7-(propan-2-yloxy)isoquinoline-6-carboxamide